C(C1CO1)OCCCCCCOCC1CO1 1,6-di(2,3-epoxypropoxy)hexane